N-(2-cyano-3-(1-hydroxy-2,3-dihydro-1H-inden-4-yl)phenyl)-1,5-dimethyl-4,5,6,7-tetrahydro-1H-imidazo[4,5-c]pyridine-2-carboxamide C(#N)C1=C(C=CC=C1C1=C2CCC(C2=CC=C1)O)NC(=O)C=1N(C2=C(CN(CC2)C)N1)C